C1(CC1)C1=CC(=CC(=N1)N1C=NC2=C(C1=O)NC(=C2)C2COCC2)C2=C(C=C(C=C2)F)C2=NN=CN2C 3-[6-cyclopropyl-4-[4-fluoro-2-(4-methyl-1,2,4-triazol-3-yl)phenyl]-pyridin-2-yl]-6-(oxolan-3-yl)-5H-pyrrolo[3,2-d]pyrimidin-4-one